2-methyl-6-(4,4,5,5-tetramethyl-1,3,2-dioxaborolan-2-yl)isoquinolin-1-one CN1C(C2=CC=C(C=C2C=C1)B1OC(C(O1)(C)C)(C)C)=O